P(O)(N)OC[C@@H]1[C@H]([C@]([C@@H](O1)N1C(=O)NC(=O)C=C1)(O)F)O 2'-fluorouridine phosphoramidite